4-(trifluoromethyl)benzyl mercaptan FC(C1=CC=C(CS)C=C1)(F)F